Hexa-cyano-hexaazatriphenylen C(#N)C=1C(=C(C(=C2C3=C(C(=NN=C3C=3N=NN=NC3C12)C#N)C#N)C#N)C#N)C#N